C(#N)C1=CC=2NC3=CC=CC=C3SC2C=C1 2-Cyanophenothiazine